N,N-dimethylethyl-cyclohexyl-ammonium bromide [Br-].C[N+](C)(C1CCCCC1)CC